N1=CC(=CC=C1)C1=NC(=NC(=C1)NC1=NC=CC(=C1)OC(F)(F)F)N1CC2(CC1)CC(CCC2)C(=O)OCC ethyl 2-(4-(pyridin-3-yl)-6-((4-(trifluoromethoxy) pyridin-2-yl) amino) pyrimidin-2-yl)-2-azaspiro[4.5]decane-7-carboxylate